C1(CCCCC1)N1N=CC=2C1=NC(=NC2NC(=O)C=2SC(=CC2)[N+](=O)[O-])C=2SC=CC2 N-(1-cyclohexyl-6-(thiophen-2-yl)-1H-pyrazolo[3,4-d]pyrimidin-4-yl)-5-nitrothiophene-2-carboxamide